2-bromo-5-[(4-chlorophenyl)-(3-methoxyanilino)methyl]-1-isopropyl-imidazole-4-carboxylic acid BrC=1N(C(=C(N1)C(=O)O)C(NC1=CC(=CC=C1)OC)C1=CC=C(C=C1)Cl)C(C)C